C1(CCCCC1)B1OC(C(O1)(C)C)(C)C 2-cyclohexyl-4,4,5,5-tetramethyl-1,3,2-dioxaborolane